P(OP(I)I)(I)I diphosphorous tetraiodide